5-(4-amino-2,5-difluorophenoxy)-6-bromo-2-methyl-3,4-dihydroquinolin-1(2H)-yl(cyclopropyl)methanone NC1=CC(=C(OC2=C3CCC(N(C3=CC=C2Br)C(=O)C2CC2)C)C=C1F)F